C(CCCCC)C1=NC(=C2N=C(N(C2=N1)C)N)NCC1=CC(=CC=C1)I 2-hexyl-amino-N6-(3-iodobenzyl)-9-methyladenine